benzyl (R)-azepan-3-ylcarbamate N1C[C@@H](CCCC1)NC(OCC1=CC=CC=C1)=O